BrC=1C=C2C(C(NC2=C2C1CCCC2)=O)=O 5-bromo-6,7,8,9-tetrahydro-1H-benzo[g]indole-2,3-dione